1-((4-bromo-2-fluorophenyl)imino)-4-methyl-1λ6-thiomorpholine 1-oxide BrC1=CC(=C(C=C1)N=S1(CCN(CC1)C)=O)F